ClC1=CC=C2C(=CNC2=C1OCF)S(=O)(=O)NC1=NC=C(C(=N1)OC)CC(F)F 6-chloro-N-[5-(2,2-difluoroethyl)-4-methoxy-pyrimidin-2-yl]-7-(fluoromethoxy)-1H-indole-3-sulfonamide